NC1=NC2=CC(=CC=C2C=N1)C1=NC=CC(=C1)NC(C(=C)C)=O N-[2-(2-aminoquinazolin-7-yl)pyridin-4-yl]-2-methylprop-2-enamide